2-[4-(2-tert-butoxycarbonyl-2,7-diazaspiro[3.5]nonan-7-yl)pyrazol-1-yl]acetic acid C(C)(C)(C)OC(=O)N1CC2(C1)CCN(CC2)C=2C=NN(C2)CC(=O)O